C(C)(C)[Si](OC=1N=CC2=C(C=CC=C2C1)B1OC(C(O1)(C)C)(C)C)(C(C)C)C(C)C triisopropyl-[[8-(4,4,5,5-tetramethyl-1,3,2-dioxaborolan-2-yl)-3-isoquinolyl]oxy]silane